NC=1C=CC(=C2CN(C(C12)=O)CC(C#N)=C)C=1C=CC2=C(C(=NO2)C2=CC=CC=C2)C1 2-{[7-amino-1-oxo-4-(3-phenyl-1,2-benzoxazol-5-yl)-2,3-dihydro-1H-isoindol-2-yl]methyl}prop-2-enenitrile